FC1=CC(=C(O[C@@H](C(=O)OC)C)C=C1)[N+](=O)[O-] methyl (R)-2-(4-fluoro-2-nitrophenoxy)propanoate